2-(tert-butyl)-6-(5-chloro-2H-benzo[d][1,2,3]triazol-2-yl)-4-(1-hydroxyethyl)phenol C(C)(C)(C)C1=C(C(=CC(=C1)C(C)O)N1N=C2C(=N1)C=CC(=C2)Cl)O